N-(2-([1,4'-Bipiperidin]-1'-yl)-5-(3'-methyl-2'-oxo-2',3'-dihydrospiro[cyclobutane-1,1'-pyrrolo[2,3-c]quinolin]-8'-yl)pyridin-3-yl)-6-methylpyridine-3-sulfonamide hydrochloride Cl.N1(CCCCC1)C1CCN(CC1)C1=NC=C(C=C1NS(=O)(=O)C=1C=NC(=CC1)C)C1=CC=2C3=C(C=NC2C=C1)N(C(C31CCC1)=O)C